(S)-(4-(1-(3-(1-(4-methyl-4H-1,2,4-triazol-3-ylthio)ethyl)phenyl)-1H-1,2,3-triazol-4-yl)phenyl)methanol CN1C(=NN=C1)S[C@@H](C)C=1C=C(C=CC1)N1N=NC(=C1)C1=CC=C(C=C1)CO